8-bromo-7-chloro-6-(3-chloro-2-pyridyl)-1-pyridazin-3-yl-4H-[1,2,4]triazolo[4,3-a][1,4]benzodiazepine BrC=1C=CC2=C(C(=NCC=3N2C(=NN3)C=3N=NC=CC3)C3=NC=CC=C3Cl)C1Cl